2-(7-fluoro-6-(pyridin-4-yl)-1H-benzo[d]imidazol-1-yl)isonicotinamide FC1=C(C=CC2=C1N(C=N2)C=2C=C(C(=O)N)C=CN2)C2=CC=NC=C2